4-{5-[5-chloro-6-(2-methoxy-ethoxy)-1H-indazol-3-yl]-isoxazol-3-yl}-N,N-dimethyl-benzamide ClC=1C=C2C(=NNC2=CC1OCCOC)C1=CC(=NO1)C1=CC=C(C(=O)N(C)C)C=C1